Cl.ClC1=CC=C(C[C@H]2CO[C@H](CN2C2CCC(CC2)C=2OC(=C(N2)C)C)C(=O)NC(C)C)C=C1 (2R,5S)-5-(4-chlorobenzyl)-4-(4-(4,5-dimethyloxazol-2-yl)cyclohexyl)-N-isopropylmorpholine-2-carboxamide hydrochloride